tert-butyl-2-(4-chloro-2-fluoroanilino)-3-(pyridin-4-yl)-6,7-dihydropyrazolo[1,5-a]pyrazine C(C)(C)(C)C=1C=2N(CCN1)N=C(C2C2=CC=NC=C2)NC2=C(C=C(C=C2)Cl)F